ClC1=CC=C2C(=N1)CN(C2=O)CCCN(C)C 2-chloro-6-(3-(dimethylamino)propyl)-6,7-dihydro-5H-pyrrolo[3,4-b]pyridin-5-one